1-[4-(cyanomethyl)-1-[[4-(1-piperidyl)phenyl]methyl]-4-piperidyl]-3-(cyclopropanecarbonylamino)pyrazole-4-carboxamide C(#N)CC1(CCN(CC1)CC1=CC=C(C=C1)N1CCCCC1)N1N=C(C(=C1)C(=O)N)NC(=O)C1CC1